1-(1-phenylazetidin-3-yl)imidazolidin-2-one C1(=CC=CC=C1)N1CC(C1)N1C(NCC1)=O